5-methoxy-N-(1-methyl-hexahydropyridin-4-yl)benzamide COC=1C=CC=C(C(=O)NC2CCN(CC2)C)C1